mono-dodecyl-phenol C(CCCCCCCCCCC)C1=CC=C(C=C1)O